1'-((1H-pyrazol-3-yl)methyl)-6-(4-methoxyphenyl)-2-(methylsulfonyl)-5H-spiro[pyrido[4,3-d]pyrimidin-8,3'-pyrrolidin]-7(6H)-one N1N=C(C=C1)CN1CC2(CC1)C(N(CC1=C2N=C(N=C1)S(=O)(=O)C)C1=CC=C(C=C1)OC)=O